6-Chloro-2-pyridinecarboxylic acid methyl ester COC(=O)C1=NC(=CC=C1)Cl